N-(1,1-dimethylsilinan-4-yl)-6-methoxy-1H-pyrrolo[2,3-b]pyridine-2-carboxamid C[Si]1(CCC(CC1)NC(=O)C1=CC=2C(=NC(=CC2)OC)N1)C